ClC=1C=C2C(=NC=NC2=C(C1)C(F)(F)F)N[C@@H](C)C1=NC=NN1C1=CC(=NC=N1)C(=O)N(C)C1CC1 6-[5-[(1S)-1-[[6-chloro-8-(trifluoromethyl)quinazolin-4-yl]amino]ethyl]-1,2,4-triazol-1-yl]-N-cyclopropyl-N-methyl-pyrimidine-4-carboxamide